NC1=NC=2C3=C(C(CC2C=N1)(C)C)C(=NN3)C(=O)NC=3SC=C(N3)COC3CCN(CC3)C3CCCCCC3 8-amino-N-(4-{[(1-cycloheptylpiperidin-4-yl)oxy]methyl}-1,3-thiazol-2-yl)-4,4-dimethyl-4,5-dihydro-1H-pyrazolo[4,3-H]quinazoline-3-carboxamide